ClC=1C(=C(C(=CC1)F)C(=O)N1C[C@@]2(CC1)C=C(C(C(C2)(C)C)=O)C#N)F (5S)-2-(3-chloro-2,6-difluorobenzene-1-carbonyl)-9,9-dimethyl-8-oxo-2-azaspiro[4.5]dec-6-ene-7-carbonitrile